COC=1C=C(C=CC1)C(C)N1N=CC(=C1)C=1C=CCN(C1)C 5-(1-(1-(3-methoxyphenyl)ethyl)-1H-pyrazol-4-yl)-1-methylpyridin